Ethyl 2-((4-methoxybenzyl)oxy)pyrazolo[1,5-a]pyridine-3-carboxylate COC1=CC=C(COC2=NN3C(C=CC=C3)=C2C(=O)OCC)C=C1